(biphenyl-4-yl)-{4-(9,9-dimethylfluoren-2-yl)phenyl}-(1,1':2',1''-terphenyl-4'-yl)amine C1(=CC=C(C=C1)N(C=1C=C(C(=CC1)C1=CC=CC=C1)C1=CC=CC=C1)C1=CC=C(C=C1)C1=CC=2C(C3=CC=CC=C3C2C=C1)(C)C)C1=CC=CC=C1